(7-(3-fluoro-5-methylphenyl)-2-azaspiro[3.5]non-2-yl)((1s,3s)-3-hydroxy-3-methylcyclobutyl)methanone FC=1C=C(C=C(C1)C)C1CCC2(CN(C2)C(=O)C2CC(C2)(C)O)CC1